C(CNCCCC(=O)O)NCCCC(=O)O 2'-(ethylenediimino)-dibutanoic acid